n-ethyl-7-oxo-5-(4-phenoxyphenyl)-4,7-dihydropyrazolo[1,5-a]pyrimidine-3-carboxamide C(C)NC(=O)C=1C=NN2C1NC(=CC2=O)C2=CC=C(C=C2)OC2=CC=CC=C2